(2s,4r)-(4-(4-(difluoromethyl)-1H-pyrazol-1-yl)-1-((5-methoxy-7-methyl-1H-indol-4-yl)methyl)piperidin-2-yl)benzoic acid FC(C=1C=NN(C1)[C@H]1C[C@H](N(CC1)CC1=C2C=CNC2=C(C=C1OC)C)C1=C(C(=O)O)C=CC=C1)F